2-oxo-adipate O=C(C(=O)[O-])CCCC(=O)[O-]